CN(C(CN1CCN(CC1)C)=O)C1=CC=C(C=C1)N\C(=C\1/C(NC2=NC(=CC=C21)C(=O)OC)=O)\C2=CC=CC=C2 methyl (Z)-3-(((4-(N-methyl-2-(4-methylpiperazin-1-yl)acetamido)phenyl)amino)(phenyl)methylene)-2-oxo-2,3-dihydro-1H-pyrrolo[2,3-b]pyridine-6-carboxylate